(5-methylpyridin-3-yl)methanol CC=1C=C(C=NC1)CO